N-{(4aR,6S)-2-[4-(2,6-difluorophenyl)-6-(trifluoromethyl)-1,2-benzoxazol-3-yl]-1-oxooctahydropyrrolo[1,2-c]pyrimidin-6-yl}methanesulfonamide FC1=C(C(=CC=C1)F)C1=CC(=CC2=C1C(=NO2)N2C(N1[C@H](CC2)C[C@@H](C1)NS(=O)(=O)C)=O)C(F)(F)F